(S)-N-((3S,4S)-4-(3-chlorophenyl)-1-(imidazo[1,5-a]pyridine-8-carbonyl)piperidin-3-yl)-5-oxopyrrolidine-2-carboxamide ClC=1C=C(C=CC1)[C@H]1[C@@H](CN(CC1)C(=O)C=1C=2N(C=CC1)C=NC2)NC(=O)[C@H]2NC(CC2)=O